CC1(C(N(C2=CC=C(C=C12)C(F)(F)F)CC(=O)NC(CCC(=O)O)(C)C)=O)C 4-(2-(3,3-dimethyl-2-oxo-5-(trifluoromethyl)indol-1-yl)acetamido)-4-methylpentanoic acid